Ethyl 1-{[(3-bromo-4,5-dichloro-2-thienyl)carbonyl]amino}cyclopropanecarboxylate BrC1=C(SC(=C1Cl)Cl)C(=O)NC1(CC1)C(=O)OCC